C1(CC1)[C@]1(C(N(C[C@H]1C)C=1C=2N(N=CC1)C=C(C2)C=2C=NC=CC2)=O)C#N (3R,4S)-3-cyclopropyl-4-methyl-2-oxo-1-(6-pyridin-3-ylpyrrolo[1,2-b]pyridazin-4-yl)pyrrolidine-3-carbonitrile